4-amino-3-chlorophenylphenol hydrochloride Cl.NC1=C(C=C(C=C1)C1=C(C=CC=C1)O)Cl